triethoxy(tert-pentyl)silane C(C)O[Si](C(C)(C)CC)(OCC)OCC